ClC1=C(C2=C(C(=N1)O)C(=NN2C2CC2)C2[C@H]1CN(C[C@@H]21)C(=O)OC(C)(C)C)F tert-butyl (1R,5S,6r)-6-(6-chloro-1-cyclopropyl-7-fluoro-4-hydroxy-1H-pyrazolo[4,3-c]pyridin-3-yl)-3-azabicyclo[3.1.0]hexane-3-carboxylate